C(C)OC1C(C1)NC(C)=O N-(2-ethoxycyclopropyl)acetamide